CC1=C(C=CC=C1C)N1CCN(CC1)C1=CC=C(N)C=C1 4-(4-(2,3-dimethylphenyl)piperazin-1-yl)aniline